FC1(CN(CC1(C)C)C=1C=2C(N=CN1)=NN(C2)C=2C(=NC(=NC2)OC)OC)F 4-(3,3-Difluoro-4,4-dimethyl-pyrrolidin-1-yl)-2-(2,4-dimethoxypyrimidin-5-yl)pyrazolo[3,4-d]pyrimidine